COC1=C(C=C(C=C1)NC(N(C)C1=CC=2OC(C(=CC2S1)C(=O)OC)=O)=O)C methyl 2-(3-(4-methoxy-3-methylphenyl)-1-methylureido)-5-oxo-5H-thieno[3,2-b]pyran-6-carboxylate